ClC1=C(C=CC=C1)CC(=O)NC=1C=C(C2=CN(N=C2C1)C1(CC1)CC)S(N)(=O)=O 2-(2-chlorophenyl)-N-(2-(1-ethylcyclopropyl)-4-sulfamoyl-2H-indazol-6-yl)acetamide